(1S,4R)-p-Mentha-2,8-dien-1-ol [C@]1(C=C[C@@H](CC1)C(=C)C)(C)O